1,3-bis(dimethylethoxysilyl)propane silicon [Si].C[Si](CCC[Si](OCC)(C)C)(OCC)C